2-amino-4,5-bis(3-chloropropyloxy)benzonitrile NC1=C(C#N)C=C(C(=C1)OCCCCl)OCCCCl